[BrH2+].CN1C(C(C2=CC=CC=C12)[N+]1=CC(=CC=C1)C(=O)OC)=O 1-(2,3-dihydro-1-methyl-2-oxo-1H-indol-3-yl)-3-(methoxycarbonyl)-pyridinium bromonium salt